O[C@H](C)C1=NC=2C(=C3C(=NC2)N(C=C3)S(=O)(=O)C3=CC=CC=C3)N1C1CN(CC1)[C@H](C#N)C (S)-3-(2-((R)-1-Hydroxyethyl)-6-(phenylsulfonyl)imidazo[4,5-d]pyrrolo[2,3-b]pyridin-1(6H)-yl)pyrrolidin-1-yl-propanenitrile